(R)-3,3-difluoro-5-vinyltetrahydro-2H-pyran FC1(COC[C@H](C1)C=C)F